((3,4-Difluorophenoxy)methyl)-2,3-dihydrobenzofuran-4-ol FC=1C=C(OCC2OC=3C(C2)=C(C=CC3)O)C=CC1F